1-(t-butoxycarbonyl)-4-piperidinemethanol C(C)(C)(C)OC(=O)N1CCC(CC1)CO